methyl 1,5-pentanedicarboxylate C(CCCCC(=O)[O-])C(=O)OC